2-(difluoromethyl)cyclopropan-1-amine hydrochloride Cl.FC(C1C(C1)N)F